(R)-4-((S)-3-(5-cyclopropyl-4,7-difluoro-3,3-dimethyl-2-oxoindolin-1-yl)-2-oxopyrrolidin-1-yl)pentanoic acid C1(CC1)C=1C(=C2C(C(N(C2=C(C1)F)[C@@H]1C(N(CC1)[C@@H](CCC(=O)O)C)=O)=O)(C)C)F